2-((6-((3-aminopropyl)(methyl)amino)-3,5-dicyano-4-cyclopropylpyridin-2-yl)thio)-2-phenylacetamide, hydrochloride Cl.NCCCN(C1=C(C(=C(C(=N1)SC(C(=O)N)C1=CC=CC=C1)C#N)C1CC1)C#N)C